2-(tert-Butyldimethylsilyloxy)propanal [Si](C)(C)(C(C)(C)C)OC(C=O)C